FC=1C=C(C=C(C1)F)S(=O)(=O)Cl 3,5-difluorobenzenesulfonyl chloride